4-fluoro-7-(4,4,5,5-tetramethyl-1,3,2-dioxaborolan-2-yl)-1,3-dihydro-2H-benzo[d]imidazol-2-one FC1=CC=C(C=2NC(NC21)=O)B2OC(C(O2)(C)C)(C)C